(2R,3S,4S,5R)-3-(3,4-Difluoro-2-methoxyphenyl)-4,5-dimethyl-N-(2-(1-methyl-1H-tetrazol-5-yl)pyridin-4-yl)-5-(trifluoromethyl)tetrahydrofuran-2-carboxamide FC=1C(=C(C=CC1F)[C@H]1[C@@H](O[C@]([C@H]1C)(C(F)(F)F)C)C(=O)NC1=CC(=NC=C1)C1=NN=NN1C)OC